FC1=C(OC2=C(N=C(S2)C(=O)N)C)C=CC(=C1)N1N=C2N(C1=O)C(CC2F)C2=CC=CC=C2 5-(2-fluoro-4-(7-fluoro-3-oxo-5-phenyl-3,5,6,7-tetrahydro-2H-pyrrolo[2,1-c][1,2,4]triazol-2-yl)phenoxy)-4-methylthiazole-2-carboxamide